O1C(COCC1)COC1=CC(=C(C(=N1)CCC1=CC=C(C=C1)O)CC)O 6-((1,4-Dioxan-2-yl)methoxy)-3-ethyl-2-(4-hydroxyphenethyl)-pyridin-4-ol